(R)-3-Bromo-6-((tetrahydrofuran-3-yl)oxy)imidazo[1,2-b]pyridazine BrC1=CN=C2N1N=C(C=C2)O[C@H]2COCC2